C(CC(O)(C(=O)OC(C(C)C)(CCC)C)CC(=O)OC(C(C)C)(CCC)C)(=O)OC(C(C)C)(CCC)C tri(2,3-dimethyl-3-hexyl) citrate